5-(tert-butyl)-N-(2,5-difluoro-4-(6-(1-methyl-1H-pyrazol-4-yl)pyrazolo[1,5-a]pyrazin-4-yl)benzyl)-1,2,4-oxadiazole-3-carboxamide C(C)(C)(C)C1=NC(=NO1)C(=O)NCC1=C(C=C(C(=C1)F)C=1C=2N(C=C(N1)C=1C=NN(C1)C)N=CC2)F